C1(=CC=CC=C1)OC(C)(C)C 1Trans-t-butyl phenyl ether